FC=1C=C(C=C(C1)N1CCN(CC1)CC(=O)OC)\C=C(/C)\C1OC(CC(CCC(C(C=CC1C)OC(=O)N1CCNCC1)C)O)=O 2-((E)-1-(3-fluoro-5-(4-(2-methoxy-2-oxoethyl) piperazin-1-yl) phenyl) prop-1-en-2-yl)-10-hydroxy-3,7-dimethyl-12-oxooxacyclododec-4-en-6-ylpiperazine-1-carboxylate